4-bromo-3-fluoro-2-(6-azaspiro[2.5]octane-6-yl)benzoic acid BrC1=C(C(=C(C(=O)O)C=C1)N1CCC2(CC2)CC1)F